ClC1=C(C=CC=C1Cl)NC(=O)NC1CN(C(C1)=O)C1=CC=C(C=C1)C 1-(2,3-dichlorophenyl)-3-[1-(4-methylphenyl)-5-oxopyrrolidin-3-yl]urea